C/C(/CCC1SC[C@H](N1)C(=O)[O-])=C\C1=CC=C(C=C1)C (4R)-2-((E)-3-methyl-4-(4-methylphenyl)but-3-en-1-yl)thiazolidine-4-carboxylate